5-acrylamido-N-(4-((4-methylpiperazin-1-yl)methyl)phenyl)-1H-indazole-3-carboxamide C(C=C)(=O)NC=1C=C2C(=NNC2=CC1)C(=O)NC1=CC=C(C=C1)CN1CCN(CC1)C